COC(=O)C1=CC=C(C=C1)[C@@H]1CNCC[C@H]1OC1=C2C=CN(C2=C(C=C1C)C)C(=O)OCCCC Butyl 4-(((3R,4R)-3-(4-(methoxycarbonyl)phenyl)piperidin-4-yl)oxy)-5,7-dimethyl-1H-indole-1-carboxylate